FC(S(=O)(=O)OC1=C(C=C(C=C1C=O)C1=NC(=CC=C1NC(C)C=1C=C(C=C2C(C(=C(OC12)C(C)C)C)=O)C)Cl)F)(F)F [4-[6-chloro-3-[1-(2-isopropyl-3,6-dimethyl-4-oxo-chromen-8-yl)ethyl amino]-2-pyridyl]-2-fluoro-6-formyl-phenyl] trifluoromethanesulfonate